(S)-(6-chloro-7-fluoro-3H-imidazo[4,5-c]pyridin-2-yl)(4-methylcyclohexyl)methylamine ClC1=C(C2=C(C=N1)NC(=N2)NCC2CCC(CC2)C)F